C(C)(C)[PH2+]C(C)C diisopropylphosphonium